N-[4-(7-Fluoro-1,3-benzoxazol-2-yl)phenyl]oxetan-3-carboxamid FC1=CC=CC=2N=C(OC21)C2=CC=C(C=C2)NC(=O)C2COC2